C(#N)C=1C=C(C=CC1OC(C)C)C1=NC(=NO1)C1=C2CC[C@@H](C2=CC=C1)N([S@@](=O)C(C)(C)C)CCO (S)-N-((1S)-4-(5-(3-cyano-4-(propan-2-yloxy)phenyl)-1,2,4-oxadiazol-3-yl)-2,3-dihydro-1H-inden-1-yl)-N-(2-hydroxyethyl)-2-methylpropan-2-sulfinamide